COC1=C(C=C(C(=C1)\C=C(/CC)\[N+](=O)[O-])OC)SCC (E)-(2,5-dimethoxy-4-(2-nitrobut-1-en-1-yl)phenyl)(ethyl)sulfane